1-((3-fluoro-5-methoxy-2',2''-dimethyl-3''-(quinazolin-8-ylamino)-[1,1':3',1''-terphenyl]-4-yl)methyl)azetidine-3-carboxylic acid FC=1C=C(C=C(C1CN1CC(C1)C(=O)O)OC)C1=C(C(=CC=C1)C1=C(C(=CC=C1)NC=1C=CC=C2C=NC=NC12)C)C